4-(2-((3-aminocyclobutyl)(methyl)amino)ethyl)piperidine-1-carboxylic acid tert-butyl ester C(C)(C)(C)OC(=O)N1CCC(CC1)CCN(C)C1CC(C1)N